C(C)N1C=C(C(C2=CC(=C(C=C12)N1CCN(CC1)C(C)=O)F)=O)C(C=CC=1C=NC=CC1)=O 1-ethyl-6-fluoro-7-(4-acetylpiperazin-1-yl)-3-[3-(pyridin-3-yl)acryloyl]-quinolin-4(1H)-one